OCC=1N(C2=CC=CC=C2C1)CCCO 3-(2-(hydroxymethyl)-1H-indol-1-yl)propan-1-ol